(S)-4-(N-(4-cyclohexylbenzyl)-1-((pentafluorophenyl)sulfonyl)piperidine-2-carboxamido)-2-hydroxybenzoic acid C1(CCCCC1)C1=CC=C(CN(C(=O)[C@H]2N(CCCC2)S(=O)(=O)C2=C(C(=C(C(=C2F)F)F)F)F)C2=CC(=C(C(=O)O)C=C2)O)C=C1